F[Si](CCCO)(C)C 3-(fluoro-dimethylsilyl)-1-propanol